1-(dicyclohexylamino)-1,4-disilabutane C1(CCCCC1)N([SiH2]CC[SiH3])C1CCCCC1